(E)-(6-{2-[cyano(1H-1,2,4-triazol-1-yl)methylene]-1,3-dithiolan-4-yl}-5-fluoropyridin-3-yl)carbamic acid tert-butyl ester C(C)(C)(C)OC(NC=1C=NC(=C(C1)F)C1S/C(/SC1)=C(/N1N=CN=C1)\C#N)=O